C(C)OC(COC[C@@]12C[C@H](N[C@H]2C1)C(=O)OCC1=CC=CC=C1)=O benzyl (1S,3S,5R)-5-((2-ethoxy-2-oxoethoxy)methyl)-2-azabicyclo[3.1.0]hexane-3-carboxylate